(2S,4R)-4-[4-(2,4-dimethyl-thiazol-5-yl)-2-trifluoromethyl-benzenesulfonyl]-1-(1-trifluoromethyl-cyclopropanecarbonyl)-pyrrolidine-2-carboxylic acid (1-cyano-cyclopropyl)-amide C(#N)C1(CC1)NC(=O)[C@H]1N(C[C@@H](C1)S(=O)(=O)C1=C(C=C(C=C1)C1=C(N=C(S1)C)C)C(F)(F)F)C(=O)C1(CC1)C(F)(F)F